9-(4-(4-formylpiperidin-1-yl)phenyl)-8-phenyl-6,7-dihydro-5H-benzo[7]annulene-3-carboxylic acid C(=O)C1CCN(CC1)C1=CC=C(C=C1)C1=C(CCCC2=C1C=CC(=C2)C(=O)O)C2=CC=CC=C2